C(C=C)(=O)OCCCCCC(=O)O.C(C=C)(=O)OCCCCCC(=O)O.OCC(C(=O)OC(C(CO)(C)C)=O)(C)C hydroxypivalyl hydroxypivalate bis[6-(acryloyloxy) hexanoate]